C(C)(=O)OCCN1C(=CC=C1)C=O 1-[2-(acetoxy)ethyl]-1H-pyrrole-2-carbaldehyde